FC=1C=C(C=CC1C(CO)(C)C)NC1=NC=C(C(=N1)N[C@H](CO)C1=CC=CC=C1)C(=O)NC 2-{[3-fluoro-4-(1-hydroxy-2-methylpropan-2-yl)phenyl]amino}-4-{[(1S)-2-hydroxy-1-phenylethyl]amino}-N-methylpyrimidine-5-carboxamide